C5-propynylcytosine C(#CC)C=1C(=NC(NC1)=O)N